O(C1=CC=CC=C1)[C@H]1C(C[C@]([C@H]([C@@H]1OC1=CC=CC=C1)OC1=CC=CC=C1)(O)COC1=CC=CC=C1)=O (2R,3S,4S,5S)-2,3,4-tris(phenoxy)-5-[(phenoxy)methyl]-5-hydroxycyclohexan-1-one